(3S,4R)-4-((7-(pyridin-3-yl)pyrrolo[2,1-f][1,2,4]triazin-2-yl)amino)tetrahydro-2H-pyran-3-ol N1=CC(=CC=C1)C1=CC=C2C=NC(=NN21)N[C@H]2[C@@H](COCC2)O